C1(=CC=CC=C1)C1(OC(OC1)=O)C=C 4-phenyl-4-vinyl-1,3-dioxolane-2-one